[Cl-].COC1=CC=C(C=C1)[C@@H]1NC(N[C@H]1C1=CC=C(C=C1)OC)=NC=1N([C@H]([C@@H]([N+]1CC1=CC(=CC(=C1)C(C)(C)C)C(C)(C)C)C1=CC=CC=C1)C1=CC=CC=C1)CC1=CC(=CC(=C1)C(C)(C)C)C(C)(C)C (4S,5S)-2-(((4S,5S)-4,5-bis(4-methoxyphenyl)imidazolidin-2-ylidene)amino)-1,3-bis(3,5-di-tert-butylbenzyl)-4,5-diphenyl-4,5-dihydro-1H-imidazol-3-ium chloride